5-(4-cyclopropyl-1H-imidazol-1-yl)-2-fluoro-4-methyl-N-(6-(5,6,7,8-tetrahydrocyclohepta[d][1,2,3]triazol-1(4H)-yl)pyridin-2-yl)benzamide C1(CC1)C=1N=CN(C1)C=1C(=CC(=C(C(=O)NC2=NC(=CC=C2)N2N=NC3=C2CCCCC3)C1)F)C